[Si](C)(C)(C(C)(C)C)OCC[C@@H](C(=O)N1CC(C(CC1)(O)CN1C=C(C(=CC1=O)C1=CC=CC=C1)C(=O)N(C)C)(C)C)CC1CCCCC1 1-((1-((S)-4-((tert-butyldimethylsilyl)oxy)-2-(cyclohexylmethyl)butanoyl)-4-hydroxy-3,3-dimethylpiperidin-4-yl)methyl)-N,N-dimethyl-6-oxo-4-phenyl-1,6-dihydropyridine-3-carboxamide